bis(2-butyloctyl) 10-(2,2-difluoro-N-((1-methylpiperidin-4-yl)methyl)nonanamido)nonadecanedioate FC(C(=O)N(CC1CCN(CC1)C)C(CCCCCCCCC(=O)OCC(CCCCCC)CCCC)CCCCCCCCC(=O)OCC(CCCCCC)CCCC)(CCCCCCC)F